8-(4-Nitrophenyl)-2-[3-(piperidin-1-yl)propyl]-4,5-dihydro-2H-imidazo[2',1':2,3][1,3]thiazolo[4,5-e]isoindol [N+](=O)([O-])C1=CC=C(C=C1)C=1N=C2SC3=C(C4=CN(C=C4CC3)CCCN3CCCCC3)N2C1